[(4-chlorophenyl)methyl]-[carbamoyl]-6'-[5-fluoro-6-methoxy-1H-1,3-benzodiazol-2-yl]-[1,1'-biphenyl]-2-carboxylic acid ClC1=CC=C(C=C1)CC=1C(=C(C(=CC1)C1=CC=CC=C1C1=NC2=C(N1)C=C(C(=C2)F)OC)C(=O)O)C(N)=O